pentaethylene glycol butyl ether borate B(OCCOCCOCCOCCOCCOCCCC)([O-])[O-]